2-(2-((2r,3r)-3-amino-2-(difluoromethyl)pyrrolidin-1-yl)-6-methylpyrimidin-4-yl)-4-(2-fluoro-6-methoxyphenyl)-2,3-dihydro-1H-pyrrolo[3,4-c]pyridin-1-one N[C@H]1[C@@H](N(CC1)C1=NC(=CC(=N1)N1CC=2C(=NC=CC2C1=O)C1=C(C=CC=C1OC)F)C)C(F)F